(S)-1-(5-(6-chloro-7-fluoro-5-methoxy-1-methyl-3-(1H-pyrazol-4-yl)-1H-indol-2-yl)-1H-1,2,4-triazol-3-yl)-2-methoxyethan-1-ol ClC1=C(C=C2C(=C(N(C2=C1F)C)C1=NC(=NN1)[C@@H](COC)O)C=1C=NNC1)OC